CC1CC2(C(CC1C(=O)[O-])O2)CC21C(CCCC2)O1 4-epoxy-6-methylcyclohexylmethyl-3,4-epoxycyclohexanecarboxylate